ClC1=CC=C(C=C1)C(C(=O)OC)(C(C)=O)C methyl 2-(4-chlorophenyl)-2-methyl-3-oxobutanoate